7'-(2,6-dioxopiperidin-3-yl)-3',4'-dihydro-6'H-spiro[piperidin-4,2'-pyrano[2,3-f]isoindole]-6',8'(7'H)-dione O=C1NC(CCC1N1C(C=2C=C3C(=CC2C1=O)OC1(CC3)CCNCC1)=O)=O